C(C)(C)(C)OC(=O)N(C1=CC=NC=2N1N=CC2C(C)C)C2=CC(=CC=C2)[N+](=O)[O-] 7-((tert-butoxycarbonyl)(3-nitrophenyl)amino)-3-isopropylpyrazolo[1,5-a]pyrimidine